3-(6-(3-hydroxyphenyl)-2H-indazol-2-yl)-N,N-dimethylpropan-1-amine OC=1C=C(C=CC1)C=1C=CC2=CN(N=C2C1)CCCN(C)C